O1N(C=CC=C1)N(C(O)=O)C(=O)OC(C)(C)C.BrC=1C=C(C=NC1)C1=CC(=NO1)C1=CC=C(C=C1)C#N 5-bromo-3-(3-(4-cyanophenyl)isoxazol-5-yl)pyridine (oxazin-2-yl)(tert-butoxycarbonyl)carbamate